COC(C1CCN(CC1)C1=CC=C(C=C1)C1=C(CCCC2=C1C=CC(=C2)C(=O)O)C2=CC=C(C=C2)SC(F)(F)F)OC 5-[4-[4-(dimethoxymethyl)-1-piperidyl]phenyl]-6-[4-(trifluoromethylsulfanyl)phenyl]-8,9-dihydro-7H-benzo[7]annulene-2-carboxylic acid